silver tri-tin [Sn].[Sn].[Sn].[Ag]